C(C)(=O)C1=NN(C2=CC=C(C=C12)C=1C=NC(=NC1)C)CC(=O)N1[C@@H](C[C@H](C1)F)C(=O)NC1=NC=CC=C1 (2S,4R)-1-(2-(3-acetyl-5-(2-methylpyrimidin-5-yl)-1H-indazol-1-yl)acetyl)-4-fluoro-N-(pyridin-2-yl)pyrrolidine-2-carboxamide